N-[6-chloro-7-methoxy-9H-pyrido(3,4-B)indol-8-yl]-2-methylpyridin-3-carboxamide ClC=1C=C2C3=C(NC2=C(C1OC)NC(=O)C=1C(=NC=CC1)C)C=NC=C3